BrC1=C(CC2=NCCC3=CC(=C(C=C23)O)OC)C=CC=C1 1-(2-bromobenzyl)-7-hydroxy-6-methoxy-3,4-dihydroisoquinoline